C(C1=CC=CC=C1)OCCNC(C([C@H](C[C@H]1C(NCC1)=O)NC([C@H](CCCC)NC(OC(C(F)(F)C1=CC(=CC=C1)Cl)C1=CC=CC=C1)=O)=O)O)=O 2-(3-chlorophenyl)-2,2-difluoro-1-phenylethyl ((2S)-1-(((2S)-4-((2-(benzyloxy)ethyl)amino)-3-hydroxy-4-oxo-1-((S)-2-oxopyrrolidin-3-yl)butan-2-yl)amino)-1-oxohexan-2-yl)carbamate